CC(C[C@@H](C(=O)N[C@H](C(=O)N[C@H](C=O)CC(C)C)CC(C)C)NC(OCC1=CC=CC=C1)=O)C benzyl [(2S)-4-methyl-1-{[(2S)-4-methyl-1-{[(2S)-4-methyl-1-oxopentan-2-yl]amino}-1-oxopentan-2-yl]amino}-1-oxopentan-2-yl]carbamate